tri(undecyl)glycerol lead [Pb].C(CCCCCCCCCC)C(C(O)(CCCCCCCCCCC)CCCCCCCCCCC)(O)CO